(S)-6-(2-amino-6-fluoro-5-(3-(pyrrolidin-2-yl)-4-(tetrahydro-2H-pyran-4-yl)phenyl)pyridin-3-yl)isoquinolin-1(2H)-one NC1=NC(=C(C=C1C=1C=C2C=CNC(C2=CC1)=O)C1=CC(=C(C=C1)C1CCOCC1)[C@H]1NCCC1)F